N-methoxy-N-methyl-5-((3-(trifluoromethyl)piperidin-1-yl)methyl)furan-2-carboxamide CON(C(=O)C=1OC(=CC1)CN1CC(CCC1)C(F)(F)F)C